propane-1,1,3,3-tetraphosphonic acid C(CC(P(O)(=O)O)P(O)(=O)O)(P(O)(=O)O)P(O)(=O)O